2-(5-(hydroxymethyl)isoxazole-3-yl)-4-propylphenol OCC1=CC(=NO1)C1=C(C=CC(=C1)CCC)O